C(C)(C)(C)OC(=O)N1C(CN(CC1)C=1C=NC=CC1C1=CC(=C(C=C1)CNC(=O)C1=NOC(=N1)C(C)(C)C)C)C tert-butyl-4-(4-(4-((5-(tert-butyl)-1,2,4-oxadiazole-3-carboxamido) methyl)-3-methylphenyl) pyridin-3-yl)-2-methylpiperazine-1-carboxylate